C1(CC1)C1=NC=CC(=C1)C1=NSC(=N1)C(=C)OCC 3-(2-cyclopropyl-4-pyridinyl)-5-(1-ethoxyvinyl)-1,2,4-thiadiazole